C(C1=CC=CC=C1)OC[C@H]1C(OCCC(N1)=O)([2H])[2H] (R)-3-((Benzyloxy)methyl)-1,4-oxazepan-5-one-2,2-d2